NC=1N=NC(=CC1N1C[C@H]2CCC(C1)N2C2=NC=C(C=N2)C2=CC=C(C=C2)C2CCC(CC2)C(=O)OCC)C2=C(C=CC=C2)O (1r,4r)-ethyl 4-(4-(2-(3-(3-amino-6-(2-hydroxyphenyl)pyridazin-4-yl)-3,8-diazabicyclo[3.2.1]octan-8-yl)pyrimidin-5-yl)phenyl)cyclohexanecarboxylate